8-methyl-N-[2-(4-methylpiperazin-1-yl)ethyl]-4,5-dihydro-2H-furo[2,3-g]indazole-7-carboxamide CC1=C(OC=2CCC3=CNN=C3C21)C(=O)NCCN2CCN(CC2)C